CN(CCCNC(=NC(CC(C)C)=O)NC1=NC2=CC=CC=C2C(=N1)C)C N-(((3-(dimethylamino)propyl)amino)((4-methylquinazolin-2-yl)amino)methylene)-3-methylbutanamide